O=C1NC(CCC1N1C(C2=CC=CC(=C2C1=O)NCCCCCCCNC)=O)=O 2-(2,6-dioxo-3-piperidyl)-4-[7-(methylamino)heptylamino]isoindoline-1,3-dione